2-(2,6-dioxo-3-piperidyl)-5-[2-[2-[[3-[[5-(5-methylpyrido[4,3-b]indol-7-yl)-2-pyridyl]oxy]cyclobutyl]methyl]-2,6-diazaspiro[3.3]heptan-6-yl]ethoxy]isoindoline-1,3-dione diformate C(=O)O.C(=O)O.O=C1NC(CCC1N1C(C2=CC=C(C=C2C1=O)OCCN1CC2(CN(C2)CC2CC(C2)OC2=NC=C(C=C2)C=2C=CC=3C4=C(N(C3C2)C)C=CN=C4)C1)=O)=O